2,3-dihydroxy-4-methoxy-6-(1-(3-methyloxetan-3-yl)-1H-benzo[d]imidazol-2-yl)benzonitrile OC1=C(C#N)C(=CC(=C1O)OC)C1=NC2=C(N1C1(COC1)C)C=CC=C2